tert-butyl 4-(4-(2,4-dioxotetrahydropyrimidin-1(2H)-yl)-2-fluorophenyl)piperazine-1-carboxylate O=C1N(CCC(N1)=O)C1=CC(=C(C=C1)N1CCN(CC1)C(=O)OC(C)(C)C)F